C(C)(C)(C)OC(=O)N1CCN(C2(CCC2)C1)C(NC=1SC(=C(N1)C1=CC(=CC=C1)C#N)C1=CC(=NC(=C1)C)C)=O 5-[[4-(3-cyanophenyl)-5-(2,6-dimethyl-4-pyridinyl)thiazol-2-yl]carbamoyl]-5,8-diazaspiro[3.5]nonane-8-carboxylic acid tert-butyl ester